(3'-fluoro-5-methyl-[2,2'-bipyridin]-3-yl)((1S,4R,6R)-6-((5-(trifluoromethyl)pyridin-2-yl)oxy)-2-azabicyclo[2.2.1]hept-2-yl)methanone FC=1C(=NC=CC1)C1=NC=C(C=C1C(=O)N1[C@@H]2[C@@H](C[C@H](C1)C2)OC2=NC=C(C=C2)C(F)(F)F)C